2-amino-3-(2-bromobenzoyl)-4H,5H,6H-cyclopenta[b]thiophene-5-carboxylic acid methyl ester COC(=O)C1CC2=C(SC(=C2C(C2=C(C=CC=C2)Br)=O)N)C1